farnesyl chloride C(C=C(C)CCC=C(C)CCC=C(C)C)Cl